ClC1=C(C(=CC=C1)Cl)COC=1C=C2CCC(C2=CC1C)N1CC(C1)(O)C 1-[5-[(2,6-dichlorophenyl)methoxy]-6-methyl-indan-1-yl]-3-methyl-azetidin-3-ol